ClC=1C(=NC(=NC1)NC)C1=CC=C2CN(C(C2=C1)=O)CC(=O)N[C@H](CO)C1=CC(=CC=C1)C 2-{6-[5-chloro-2-(methylamino)pyrimidin-4-yl]-1-oxo-2,3-dihydro-1H-isoindol-2-yl}-N-[(1S)-2-hydroxy-1-(3-methylphenyl)ethyl]acetamide